2-((3aR,6aR)-5-cyanohexahydropyrrolo[3,4-b]pyrrol-1(2H)-yl)-1H-benzo[d]imidazole-6-carbonitrile C(#N)N1C[C@@H]2N(CC[C@@H]2C1)C1=NC2=C(N1)C=C(C=C2)C#N